O=C1CN(C1)C=1C=C(C(=O)OC)C=CC1 methyl 3-(3-oxoazetidine-1-yl)benzoate